NC1=NC(=CC(=N1)C=1N(C=2C=CC=C(C2C1)NC1CCN(CC1)C)CC(F)(F)F)C1=CC=CC=C1 2-(2-Amino-6-phenylpyrimidin-4-yl)-N-(1-methylpiperidin-4-yl)-1-(2,2,2-trifluoroethyl)-1H-indol-4-amine